C1(CC1)C1=C(C(=NO1)C1=C(C=CC=C1Cl)Cl)CO[C@H]1[C@@H]2CN([C@H](C1)C2)C2=NOC(=C2)C(=O)O 3-[(1S,4S,5R)-5-{[5-cyclopropyl-3-(2,6-dichlorophenyl)-1,2-oxazol-4-yl]methoxy}-2-azabicyclo[2.2.1]heptan-2-yl]-1,2-oxazole-5-carboxylic acid